(6-((2,6-dioxopiperidin-3-yl)amino)pyridazin-4-yl)methyl methanesulfonate CS(=O)(=O)OCC1=CN=NC(=C1)NC1C(NC(CC1)=O)=O